CS/C=C/CCN=C=S (E)-4-(methylthio)-3-butenyl isothiocyanate